1-[[2-[1-(3-bromophenyl)cyclobutyl]acetyl]amino]-3-methyl-thiourea BrC=1C=C(C=CC1)C1(CCC1)CC(=O)NNC(=S)NC